benzyl (S)-6-(2-(4-amino-9-chloro-6-methyl-5-oxo-3,4,5,6-tetrahydrobenzo[b][1,4]diazocin-1(2H)-yl)ethyl)-2,6-diazaspiro[3.3]heptane-2-carboxylate N[C@@H]1C(N(C2=C(N(CC1)CCN1CC3(CN(C3)C(=O)OCC3=CC=CC=C3)C1)C=C(C=C2)Cl)C)=O